FC(C)(S(=O)(=O)C=1N=C2N(N1)[C@@H](C[C@@H]2F)C2=CC=CC=C2)F (5s,7s)-2-(1,1-difluoroethylsulfonyl)-7-fluoro-5-phenyl-6,7-dihydro-5H-pyrrolo[1,2-b][1,2,4]triazole